ClC1=C(NCC2=NC3=C(N2C)C=CC=C3)C=C(C=C1)Cl 2,5-dichloro-N-((1-methyl-1H-benzo[d]imidazol-2-yl)methyl)aniline